4-cyano-4'-nonyl-p-terphenyl C(#N)C1=CC=C(C=C1)C1=CCC(C=C1)(C1=CC=CC=C1)CCCCCCCCC